2-(2'-hydroxy-5'-methacrylamidophenyl)-5-methoxybenzothiazole OC1=C(C=C(C=C1)NC(C(=C)C)=O)C=1SC2=C(N1)C=C(C=C2)OC